C(#N)C=1C=CC(=C(C1)C1=CC(=NC=C1C(=O)NC=1SC2=C(N1)CN(C2)C(C2=C(C(=CC=C2)C(F)F)F)=O)C)OC 4-(5-cyano-2-methoxyphenyl)-N-(5-(3-(difluoromethyl)-2-fluorobenzoyl)-5,6-dihydro-4H-pyrrolo[3,4-d]thiazol-2-yl)-6-methylnicotinamide